6-{4-fluoro-2'-methoxy-[1,1'-biphenyl]-2-amido}pyridine-3-carboxylic acid FC=1C=C(C(=CC1)C1=C(C=CC=C1)OC)C(=O)NC1=CC=C(C=N1)C(=O)O